5-(methoxymethyl)phenyl-dimethylphosphine oxide mono-p-toluenesulfonate salt CC1=CC=C(C=C1)S(=O)(=O)O.COCC=1C=CC=C(C1)P(C)(C)=O